(±)-tert-butyl (1S,3R,5R)-3-[[3-(4-bromo-2-methoxyphenyl)-1,2,4-triazin-6-yl] (methyl)amino]-2-fluoro-8-azabicyclo[3.2.1]octane-8-carboxylate BrC1=CC(=C(C=C1)C=1N=NC(=CN1)N([C@H]1[C@H]([C@@H]2CC[C@H](C1)N2C(=O)OC(C)(C)C)F)C)OC |&1:15|